ClC1=CC(=CC(=N1)C(=O)N)C1=CN=CS1 6-chloro-4-(thiazol-5-yl)picolinamide